COC1=NNC(=C1C(F)(F)F)N1CCC(CC1)OC 3-methoxy-5-(4-methoxypiperidine-1-yl)-4-trifluoromethyl-1H-pyrazole